N-prenylagmatine C(C=C(C)C)NC(NCCCCN)=N